N1=CC=C(C=C1)OC1=CC=C(C=C1)C1=NOC(=N1)CC(C(=O)O)=C 2-((3-(4-(pyridin-4-yloxy)phenyl)-1,2,4-oxadiazol-5-yl)methyl)acrylic acid